C(#N)C1=CC=C(C=C1)C(C)[Te]C 1-cyano-4-(1-methyltelluro-ethyl)benzene